O1C(CCC1)CNCC1(CNC1)O 3-{[(tetrahydrofuran-2-ylmethyl)amino]Methyl}azetidin-3-ol